7-Chloro-2-(pyridin-2-yl)-9H-indeno[2,1-d]pyrimidin-9-one ClC1=CC=2C(C=3N=C(N=CC3C2C=C1)C1=NC=CC=C1)=O